OC1=C(C(=CC(=C1)OC)C)C(CC1=CC=CC=C1)=O 1-(2-hydroxy-4-methoxy-6-methylphenyl)-2-phenyl-1-ethanone